ClC=1C(=NC=NC1OC1=CC(=C(C=C1)F)F)NC(C1=C(C=C(C=C1)F)F)=O N-(5-chloro-6-(3,4-difluorophenoxy)pyrimidin-4-yl)-2,4-difluorobenzamide